ClC=1C(=C(CNC(=O)C=2OC=C(N2)C2=NC(=NC=C2C)NC2=CC=NN2C)C=CC1)OC N-(3-chloro-2-methoxybenzyl)-4-(5-methyl-2-((1-methyl-1H-pyrazol-5-yl)amino)pyrimidin-4-yl)oxazole-2-carboxamide